F[C@H]1[C@H](O[C@@H]2OC(O[C@@H]21)(C)C)[C@@H](COC(C)=O)OC(C)=O [(2R)-2-[(3aR,5R,6S,6aS)-6-fluoro-2,2-dimethyl-3a,5,6,6a-tetrahydrofuro[2,3-d][1,3]dioxol-5-yl]-2-acetoxy-ethyl]acetate